methyl (E)-[2-methyl-4-[3-[4-[3-(morpholin-4-yl)propynyl]phenyl]-3-(4-trifluoromethylphenyl)allyloxy]phenoxy]acetate CC1=C(OCC(=O)OC)C=CC(=C1)OC\C=C(\C1=CC=C(C=C1)C(F)(F)F)/C1=CC=C(C=C1)C#CCN1CCOCC1